(1-(6-chloro-1-(pyridin-3-yl)-1H-indazol-3-yl)ethyl)-3-(1H-indazol-5-yl)-1H-pyrazolo[3,4-d]pyrimidin-4-amine ClC1=CC=C2C(=NN(C2=C1)C=1C=NC=CC1)C(C)N1N=C(C=2C1=NC=NC2N)C=2C=C1C=NNC1=CC2